1-tetradecanoyl-2-(9Z-nonadecenoyl)-glycero-3-phospho-(1'-sn-glycerol) CCCCCCCCCCCCCC(=O)OC[C@H](COP(=O)(O)OC[C@H](CO)O)OC(=O)CCCCCCC/C=C\CCCCCCCCC